S(=O)(=O)(C1=CC=C(C=C1)[N+](=O)[O-])N=[N+]=[N-] nosyl azide